(1S,2R,5R)-3-(2-(2-amino-3-chloroquinolin-7-yl)ethyl)-5-(2-amino-7H-pyrrolo[2,3-d]pyrimidin-7-yl)cyclopent-3-ene-1,2-diol NC1=NC2=CC(=CC=C2C=C1Cl)CCC=1[C@H]([C@H]([C@@H](C1)N1C=CC2=C1N=C(N=C2)N)O)O